CN1C=C(C=CC1=O)N1N=CC2=CC(=CC=C12)N1[C@H]([C@@H](CC1=O)NC(OCC1=CC=CC=C1)=O)C1=CC=CC=C1 benzyl N-[(trans)-1-(1-(1-methyl-6-oxo-1,6-dihydropyridin-3-yl)-1H-indazol-5-yl)-2-phenyl-5-oxo-pyrrolidin-3-yl]-carbamate